methyl (Z)-6-(2-(ethoxycarbonyl)but-1-en-1-yl)-5-nitronicotinate C(C)OC(=O)\C(=C/C1=NC=C(C(=O)OC)C=C1[N+](=O)[O-])\CC